ClC1=C(C(=O)C2=CNC=3N=CN=C(C32)N3CCC(CC3)N3CCOCC3)C=CC(=C1)OC1=CC=CC=C1 (1-(5-(2-chloro-4-phenoxybenzoyl)-7H-pyrrolo[2,3-d]pyrimidin-4-yl)piperidin-4-yl)(morpholin)